isopentyl 7-(4-(4-(benzo[b]thiophen-4-yl)piperazin-1-yl)butoxy)-2-oxoquinoline-1(2H)-carboxylate S1C2=C(C=C1)C(=CC=C2)N2CCN(CC2)CCCCOC2=CC=C1C=CC(N(C1=C2)C(=O)OCCC(C)C)=O